BrC#CC1=CC=C(C(=O)N[C@H](C(=O)OC)[C@H](C)O)C=C1 methyl (2s,3s)-2-(4-(bromoethynyl) benzoylamino)-3-hydroxybutyrate